tert-butyl-4-(2-cyclopropyl-1-(4-((S)-1-(2,2,2-trifluoroacetylamino)ethyl)phenyl)ethyl)piperazine C(C)(C)(C)N1CCN(CC1)C(CC1CC1)C1=CC=C(C=C1)[C@H](C)NC(C(F)(F)F)=O